SCC1=CC=C(C=C1)SC1=CC=C(C=C1)CS bis(4-mercaptomethylphenyl)sulfide